9-(1-((6-Chloro-2-(2-(methyl-d3)-2H-tetrazol-5-yl)pyridin-3-yl)amino)ethyl)-4,7-dimethyl-3-(1-(oxetan-3-yl)piperidin-4-yl)imidazo[1,5-a]quinazolin-5(4H)-one ClC1=CC=C(C(=N1)C=1N=NN(N1)C([2H])([2H])[2H])NC(C)C=1C=C(C=C2C(N(C=3N(C12)C=NC3C3CCN(CC3)C3COC3)C)=O)C